FC1=C(CN2C(C3=C(C(=C2)C(=O)NC2CC4(COC4)C2)OC=C3)=O)C=CC(=C1)C=1C=NN(C1)C 5-(2-fluoro-4-(1-methyl-1H-pyrazol-4-yl)benzyl)-4-oxo-N-(2-oxaspiro[3.3]heptan-6-yl)-4,5-dihydrofuro[3,2-c]pyridine-7-carboxamide